4-hydroxyphenylnaphthylmethyl-sulfonium OC1=CC=C(C=C1)[SH+]CC1=CC=CC2=CC=CC=C12